5-((5-(2-((1r,3r)-3-aminocyclobutoxy)-6-isopropoxyphenyl)-1H-pyrazol-3-yl)amino)pyrazine-2-carbonitrile NC1CC(C1)OC1=C(C(=CC=C1)OC(C)C)C1=CC(=NN1)NC=1N=CC(=NC1)C#N